C(CCC)C=1N=C(C2=C(N1)SC1=C2CCCC1)N1CCN(CC1)C(CCl)=O 1-(4-(2-butyl-5,6,7,8-tetrahydrobenzo[4,5]thieno[2,3-d]pyrimidin-4-yl)piperazin-1-yl)-2-chloroethan-1-one